5,5-dipropyl-1,3-dioxan-2-one C(CC)C1(COC(OC1)=O)CCC